ClC1=NC(=NS1)C1CC1 5-chloro-3-cyclopropyl-1,2,4-thiadiazole